5-(4-(5-((R)-3-((5-(2-chloro-4-phenoxybenzoyl)-7H-pyrrolo[2,3-d]pyrimidin-4-yl)amino)piperidine-1-carbonyl)pyridin-2-yl)piperazin-1-yl)-2-(2,6-dioxopiperidin-3-yl)isoindoline-1,3-dione ClC1=C(C(=O)C2=CNC=3N=CN=C(C32)N[C@H]3CN(CCC3)C(=O)C=3C=CC(=NC3)N3CCN(CC3)C=3C=C2C(N(C(C2=CC3)=O)C3C(NC(CC3)=O)=O)=O)C=CC(=C1)OC1=CC=CC=C1